C1=C(C=CC2=CC=CC=C12)C=1C2=CC=CC=C2C(=C2C=CC(=CC12)C1=CC=C(C=C1)C1=NC2=C(N1C1=CC=CC=C1)C=CC=C2)C2=CC1=CC=CC=C1C=C2 2-{4-[9,10-di(naphthalen-2-yl)-2-anthryl]phenyl}-1-phenyl-1H-benzimidazole